N[C@@H](C)C(=O)OC1C(CN(CC1)CC)(F)F 1-ethyl-3,3-difluoropiperidin-4-yl L-alaninate